FC=1C(=NC=CC1)C1=NN=C(O1)C(=O)N1[C@H](C2=C(CC1)NC=N2)C2=NN1C(C(=CC=C1)C)=C2 (R)-(5-(3-fluoropyridin-2-yl)-1,3,4-oxadiazol-2-yl)(4-(4-methylpyrazolo[1,5-a]pyridin-2-yl)-6,7-dihydro-1H-imidazo[4,5-c]pyridin-5(4H)-yl)methanone